C(CCCCCCC\C=C/CCCCCCCC)(=O)O.C(CCCCCCC\C=C/CCCCCCCC)(=O)O.C(CCCCCCC\C=C/CCCCCCCC)(=O)O.C(CCCCCCC\C=C/CCCCCCCC)(=O)O.OC[C@H](O)[C@@H](O)[C@H](O)[C@H](O)CO Sorbitol tetraoleate